4-cyclohexyloxy-2,2,6,6-tetramethylpiperidine C1(CCCCC1)OC1CC(NC(C1)(C)C)(C)C